(R)-1-(5-fluoro-4-((1-(5-(2,3,5-trifluorophenyl)-4,5-dihydro-1H-pyrazole-1-carbonyl)azetidin-3-yl)oxy)pyridin-2-yl)-3,5-dimethyl-1H-pyrazole-4-carboxamide FC=1C(=CC(=NC1)N1N=C(C(=C1C)C(=O)N)C)OC1CN(C1)C(=O)N1N=CC[C@@H]1C1=C(C(=CC(=C1)F)F)F